tert-butyl 4-((tert-butyloxycarbonyl)(8-isopropyl-2-(methylthio)pyrazolo[1,5-a][1,3,5]triazine-4-yl)amino)piperidine-1-carboxylate C(C)(C)(C)OC(=O)N(C1CCN(CC1)C(=O)OC(C)(C)C)C1=NC(=NC=2N1N=CC2C(C)C)SC